C(C=CCCCCCC)=O 2-nonenal